FC=1C(=C(C=CC1)C(=O)N1[C@@H]2[C@@H](C[C@H](C1)C2)OC2=NC(=CC=C2)C(F)(F)F)C2=NC=CC=N2 (3-fluoro-2-(pyrimidin-2-yl)phenyl)((1S,4R,6R)-6-((6-(trifluoromethyl)pyridin-2-yl)oxy)-2-azabicyclo[2.2.1]heptan-2-yl)methanone